CNC1=CC=C(C=C1)N N-methyl-4-aminoaniline